C1(CC1)C1=CC(=NN1C1=CC=C(C=C1)NC(CN1C=NC=2N(C(N(C(C12)=O)C)=O)C)=O)C(F)(F)F N-(4-(5-cyclopropyl-3-(trifluoromethyl)-1H-pyrazol-1-yl)phenyl)-2-(1,3-dimethyl-2,6-dioxo-2,3-dihydro-1H-purin-7(6H)-yl)acetamide